3-fluoro-2-hydroxy-5-(5-(4-(pyrrolidin-1-yl)phenyl)-1,2,4-oxadiazol-3-yl)benzaldehyde FC=1C(=C(C=O)C=C(C1)C1=NOC(=N1)C1=CC=C(C=C1)N1CCCC1)O